2-dipropylamino-1,3-dichloropropane hydrochloride Cl.C(CC)N(C(CCl)CCl)CCC